ClC1=CC(=C(C=N1)C1=NC=C(C=C1)OCCN(C)C)NC1CCC(CC1)C(C)(C)O 2-((1s,4s)-4-((6'-Chloro-5-(2-(dimethylamino)ethoxy)-[2,3'-bipyridin]-4'-yl)amino)cyclohexyl)propan-2-ol